C1N(C[C@H]2[C@@H]1CC(C2)C(=O)OC)C(=O)OCC2=CC=CC=C2 2-benzyl 5-methyl (3aR,5s,6aS)-hexahydrocyclopenta[c]pyrrole-2,5(1H)-dicarboxylate